C(C1=CC=CC=C1)N1C(C(NC2=CC(=C(C=C12)Cl)Cl)=O)C(F)F 4-benzyl-3-(difluoromethyl)-6,7-dichloro-3,4-dihydroquinoxalinone